C(C)C1(C(CCCC1)N)N ethylcyclohexane-1,2-diamine